(S)-N-(5-(4-(5-chloro-4-fluoro-2-(2-hydroxypropan-2-yl)phenylamino)pyrimidin-2-ylamino)-2-(3-((dimethylamino)methyl)pyrrolidin-1-yl)-4-methoxyphenyl)acrylamide ClC=1C(=CC(=C(C1)NC1=NC(=NC=C1)NC=1C(=CC(=C(C1)NC(C=C)=O)N1C[C@@H](CC1)CN(C)C)OC)C(C)(C)O)F